(pyrimidin-2-yl)-3-(trifluoromethyl)aniline N1=C(N=CC=C1)NC1=CC(=CC=C1)C(F)(F)F